C(C(=O)O)(=O)O.C1OCC12CNC2 2-oxa-6-azaspiro[3.3]heptane oxalate salt